C1(=CC=CC=C1)C(=C)NC(C1=CC=CC=C1)=O N-(1-phenylvinyl)benzamide